N-((R and S)-(3-chloro-2,4-difluorophenyl)(5-(2,2,2-trifluoroethoxy)pyrazin-2-yl)methyl)-2-oxoimidazolidine-4-carboxamide ClC=1C(=C(C=CC1F)[C@@H](NC(=O)C1NC(NC1)=O)C1=NC=C(N=C1)OCC(F)(F)F)F |r|